N1(C=NC=C1)CCCN(CC(=O)O)C(=O)OCC1C2=CC=CC=C2C=2C=CC=CC12 N-(3-(1H-imidazol-1-yl)propyl)-N-(((9H-fluoren-9-yl)methoxy)carbonyl)glycine